1-[2-(2-Fluoro-5-methyl-4-pyridinyl)-6-[5-[(6-methylpyridazin-3-yl)amino]benzimidazol-1-yl]-3-pyridinyl]ethanol FC1=NC=C(C(=C1)C1=NC(=CC=C1C(C)O)N1C=NC2=C1C=CC(=C2)NC=2N=NC(=CC2)C)C